2-(3-acetyl-5-(2-methylpyrimidin-5-yl)-1H-indazol-1-yl)-1-((2S,4R)-2-(((6-bromopyridin-2-yl)amino)methyl)-4-fluoropyrrolidin-1-yl)ethan-1-one C(C)(=O)C1=NN(C2=CC=C(C=C12)C=1C=NC(=NC1)C)CC(=O)N1[C@@H](C[C@H](C1)F)CNC1=NC(=CC=C1)Br